N[C@H]1CN(CCC1)CCNC=1C=C(C=CC1C(F)(F)F)C1=NNC(O1)=O 5-[3-({2-[(3R)-3-aminopiperidin-1-yl]ethyl}amino)-4-(trifluoromethyl)phenyl]-1,3,4-oxadiazol-2(3H)-one